C(#N)C1=C(C=C(C=C1)C1=CC=CC=C1)C1=CC=C(C=N1)CN(C(CCCC)=O)[C@H](C(=O)OC)C(C)C (S)-Methyl 2-(N-((6-(4-cyano-[1,1'-biphenyl]-3-yl)pyridin-3-yl)methyl)pentanamido)-3-methylbutanoate